FC=1C(=NC=CC1CC=1C(=C(C=NC1)NC1=C(C=C(C=C1)OC)F)C)NS(NC)(=O)=O 5-({3-fluoro-2-[(methylsulfamoyl)amino]pyridin-4-yl}methyl)-N-(2-fluoro-4-methoxyphenyl)-4-methylpyridin-3-amine